(1R,2S,5S)-N-[(1S)-1-cyano-2-(6-methyl-2-oxo-1H-quinolin-3-yl)ethyl]-3-[(2S)-2-(methanesulfonamido)-3,3-dimethyl-butyryl]-6,6-dimethyl-3-azabicyclo[3.1.0]hexane-2-carboxamide C(#N)[C@H](CC=1C(NC2=CC=C(C=C2C1)C)=O)NC(=O)[C@@H]1[C@H]2C([C@H]2CN1C([C@H](C(C)(C)C)NS(=O)(=O)C)=O)(C)C